[Si](C)(C)(C(C)(C)C)OCCO 2-(tert-butyldimethylsilyloxy)-ethan-1-ol